methyl (2Z)-2-azido-3-(2-methoxypyridin-3-yl)prop-2-enoate N(=[N+]=[N-])\C(\C(=O)OC)=C/C=1C(=NC=CC1)OC